4-iodo-2,6-dimethyl-3-nitro-pyridine IC1=C(C(=NC(=C1)C)C)[N+](=O)[O-]